(R)-1-((8-((2,2'-Dimethyl-3'-((3-(pyrrolidin-1-ylmethyl)-1,7-naphthyridin-8-yl)amino)-[1,1'-biphenyl]-3-yl)amino)-1,7-naphthyridin-3-yl)methyl)pyrrolidin-3-ol CC1=C(C=CC=C1NC=1N=CC=C2C=C(C=NC12)CN1C[C@@H](CC1)O)C1=C(C(=CC=C1)NC=1N=CC=C2C=C(C=NC12)CN1CCCC1)C